C(CCC(=O)O)(=O)O.C1(=CC=CC=C1)C1(C(=NCC1)C1=CC=CC=C1)C1=CC=CC=C1 (racemic)-triphenylazoline succinate